2-methylsulfonyl-4-bis(methylsulfonyl)aminomethyl-benzenesulfonamide CS(=O)(=O)C1=C(C=CC(=C1)CN(S(=O)(=O)C)S(=O)(=O)C)S(=O)(=O)N